1-acetyl-2-(3-chlorophenyl)-2-hydroxyindol-3-one di(p-tolyl)-4,4'-thiodibutyrate lauryl-myristyl-3,3'-thiodipropionate palmityl-stearyl-2,2'-thiodiacetate C(CCCCCCCCCCCCCCC)C(C(=O)O)(SCC(=O)O)CCCCCCCCCCCCCCCCCC.C(CCCCCCCCCCC)OC(CCSCC(C(=O)O)CCCCCCCCCCCCCC)=O.C1(=CC=C(C=C1)OC(CCCSCCCC(=O)OC1=CC=C(C=C1)C)=O)C.C(C)(=O)N1C(C(C2=CC=CC=C12)=O)(O)C1=CC(=CC=C1)Cl